3-(5-((4-ethyl-6,6-dimethylmorpholin-3-yl)methoxy)-1-oxoisoindolin-2-yl)piperidine-2,6-dione C(C)N1C(COC(C1)(C)C)COC=1C=C2CN(C(C2=CC1)=O)C1C(NC(CC1)=O)=O